(R)- and (S)-N'-((5-fluoro-2,4-diisopropylpyridin-3-yl)carbamoyl)-5-(2-hydroxypropan-2-yl)thiazole-2-sulfonimidamide FC=1C(=C(C(=NC1)C(C)C)NC(=O)N=[S@](=O)(N)C=1SC(=CN1)C(C)(C)O)C(C)C |r|